BrC1=C2C=C(N(C2=C(C=C1C(F)(F)F)F)COCC[Si](C)(C)C)S(=O)(=O)C1CCC1 4-bromo-2-(cyclobutylsulfonyl)-7-fluoro-5-(trifluoromethyl)-1-((2-(trimethylsilyl)ethoxy)methyl)-1H-indole